(1S,2S)-2-((5-(2-Amino-7-methoxybenzo[d]thiazol-6-yl)pyrimidin-2-yl)methoxy)cyclopentan-1-ol NC=1SC2=C(N1)C=CC(=C2OC)C=2C=NC(=NC2)CO[C@@H]2[C@H](CCC2)O